FC1(CN(CC1)C1=NC=NC(=C1N)C1=CC=NN1)F 4-(3,3-difluoropyrrolidin-1-yl)-6-(1H-pyrazol-5-yl)pyrimidin-5-amine